2-[[5-chloro-2-(4-methylpiperazin-1-yl)-4-pyridinyl]methylamino]-5-propyl-4H-[1,2,4]triazolo[1,5-a]pyrimidin-7-one ClC=1C(=CC(=NC1)N1CCN(CC1)C)CNC1=NN2C(NC(=CC2=O)CCC)=N1